(4,4-difluorocyclohexyl)-2-(1H-imidazol-1-yl)-8-methyl-7H-purine-6-carboxamide FC1(CCC(CC1)N1C(=NC2=NC(=NC(=C12)C(=O)N)N1C=NC=C1)C)F